(6-(4-(3H-imidazo[4,5-b]pyridin-7-yl)-1H-pyrazol-1-yl)pyridin-3-yl)acetonitrile N1=CNC2=NC=CC(=C21)C=2C=NN(C2)C2=CC=C(C=N2)CC#N